NC1=C2C(=NC=N1)N(N=C2C(=O)NC2=CC=C(C=C2)CSC)C2CCCCC2 4-amino-1-cyclohexyl-N-(4-((methylthio)methyl)phenyl)-1H-pyrazolo[3,4-d]pyrimidine-3-carboxamide